(S)-3-amino-N-(5-chloro-6-(2H-1,2,3-triazol-2-yl)pyridin-3-yl)-2-ethyl-8-methyl-8-(trifluoromethyl)-7,8-dihydro-6H-pyrazolo[1,5-a]pyrrolo[2,3-e]pyrimidine-6-carboxamide NC=1C(=NN2C1N=CC1=C2[C@](CN1C(=O)NC=1C=NC(=C(C1)Cl)N1N=CC=N1)(C(F)(F)F)C)CC